C(C1=CC=CC=C1)OCC(C)(C)C=1C=CC(=C(C1)S(=O)(=O)Cl)OC 5-(1-(benzyloxy)-2-methylpropan-2-yl)-2-methoxybenzenesulfonyl chloride